1,2-bis(dimethylmethoxysilyl)ethane C[Si](CC[Si](OC)(C)C)(OC)C